4-chloro-6-fluoro-8-methoxy-1,7-naphthyridine ClC1=CC=NC2=C(N=C(C=C12)F)OC